6-fluoro-2-(5-fluoro-2-methylpyridin-4-yl)-3-isopropyl-5-(piperidin-4-yl)-1H-indole FC1=C(C=C2C(=C(NC2=C1)C1=CC(=NC=C1F)C)C(C)C)C1CCNCC1